C(CCCCCCCCCCC)(=O)OC[C@@H](OC(CCCCCCCCCCC)=O)COP(=O)([O-])OCC[N+](C)(C)C 1,2-didodecanoyl-sn-glycero-3-phosphocholine